C(C1=CC=CC=C1)OC(CC1=C(C=C(C(=C1)OC)Br)F)=O 2-(4-bromo-2-fluoro-5-methoxy-phenyl)acetic acid benzyl ester